(3R)-3-({2-[1-(piperidin-4-yl)-1H-pyrazol-4-yl][1,2,4]triazolo[1,5-c]quinazolin-5-yl}amino)azepin-2-one ethyl-2-methyl-2-(2-methylhydrazineyl)propanoate C(C)OC(C(C)(NNC)C)=O.N1CCC(CC1)N1N=CC(=C1)C1=NN2C(=NC=3C=CC=CC3C2=N1)NC=1C(N=CC=CC1)=O